NC=1C2=C(N=CN1)N(C=C2C=2C=CC(=NC2)NC(=O)C2C(C(C=1N2CCCC1)C1=CC=CC=C1)=O)C N-(5-(4-amino-7-methyl-7H-pyrrolo[2,3-d]pyrimidin-5-yl)pyridin-2-yl)-2-oxo-1-phenyl-1,2,4,5,6,7-hexahydropyrrolo[1,5-a]pyridine-3-carboxamide